C(CCCCCCCCCCCCC=C)(=O)O 14-Pentadecenoic acid